C(=C)I Vinyliodid